tin aluminum hydroxychloride OCl.[Al].[Sn]